FCC[C@@H](CNS(=O)(=O)C1=C(C=CC=C1)[N+](=O)[O-])NC(OC(C)(C)C)=O tert-Butyl (S)-(4-fluoro-1-((2-nitrophenyl)sulfonamido)butan-2-yl)carbamate